BrC1=C2C=CC(=NC2=CC(=C1)S(NC1(CC1)C)(=O)=O)NC(OCCCC)=O butyl (5-bromo-7-(N-(1-methylcyclopropyl)sulfamoyl)quinolin-2-yl)carbamate